1-(Ethylsulfonyl)-1,2,3,4-tetrahydropyrido[2,3-b]pyrazine C(C)S(=O)(=O)N1C2=C(NCC1)N=CC=C2